Cl.C1N(CC12CCNCC2)C2=NC=NC=C2OC2=C(C(=O)N([C@@H]1COCC1)C(C)C)C=C(C=C2)F (S)-2-((4-(2,7-Diazaspiro[3.5]nonan-2-yl)pyrimidin-5-yl)oxy)-5-fluoro-N-isopropyl-N-(tetrahydrofuran-3-yl)benzamide hydrochloride